C1(CC1)C=1C=C(C(=O)N=C2NCCN2)C=CC1NC1=CC(=CC=C1)NC(C(C)C)=O 3-cyclopropyl-N-(imidazolidin-2-ylidene)-4-{[3-(2-methylpropanamido)phenyl]Amino}benzamide